COC1=C(C=CC(=C1)OC)C1=NC(=NC=C1)C1=CC(=C(C=C1)OC)F 4-(2,4-Dimethoxyphenyl)-2-(3-fluoro-4-methoxyphenyl)pyrimidine